Cl.FC1=C(C(=O)N)C=C(C(=C1)F)F 2,4,5-trifluorobenzamide hydrochloride